racemic-(1r,2s,3r,5s)-3-(difluoromethoxy)-2-(tritylamino)-8-azabicyclo[3.2.1]Octane-8-carboxylic acid tert-butyl ester C(C)(C)(C)OC(=O)N1[C@H]2[C@@H]([C@@H](C[C@@H]1CC2)OC(F)F)NC(C2=CC=CC=C2)(C2=CC=CC=C2)C2=CC=CC=C2 |r|